1-butyl-1-methyl-phospholanium chloride [Cl-].C(CCC)[P+]1(CCCC1)C